propyl-aminosodium propanesulfonate C(CC)S(=O)(=O)O.C(CC)N[Na]